1-Cyclopropyl-2-methyl-6-nitro-1H-benzo[d]imidazole C1(CC1)N1C(=NC2=C1C=C(C=C2)[N+](=O)[O-])C